C(C=C)(=O)N1C(COCC1)C=1C=C(C=C(C1)C#N)C1=CC(=C(C=C1)F)C(=O)N 3'-(4-acryloylmorpholin-3-yl)-5'-cyano-4-fluoro-[1,1'-biphenyl]-3-carboxamide